Methyl 5-(benzyloxy)-2-bromo-4-methylbenzoate C(C1=CC=CC=C1)OC=1C(=CC(=C(C(=O)OC)C1)Br)C